(5-((1-(4-cyanobenzoyl)cyclopropyl)thio)-1H-tetrazol-1-yl)benzoic acid C(#N)C1=CC=C(C(=O)C2(CC2)SC2=NN=NN2C2=C(C(=O)O)C=CC=C2)C=C1